6-[4-[[3-isopropyl-1-(p-tolylsulfonyl)pyrrolo[3,2-b]pyridin-5-yl]methyl]-3,5-dimethyl-phenyl]-2-methyl-1,2,4-triazine-3,5-dione C(C)(C)C1=CN(C=2C1=NC(=CC2)CC2=C(C=C(C=C2C)C=2C(NC(N(N2)C)=O)=O)C)S(=O)(=O)C2=CC=C(C=C2)C